CC1C(=CC=2CCCCC12)[Ti](C)(C)C 1-methyl-4,5,6,7-tetrahydroindenyl-trimethyl-titanium